3-(4-Methylbenzyl)-N-(quinolin-8-yl)-4-(trimethylsilyl)butanamide CC1=CC=C(CC(CC(=O)NC=2C=CC=C3C=CC=NC23)C[Si](C)(C)C)C=C1